6-(4-(4-isopropylpiperazin-1-yl)phenyl)-1-methyl-N-(3-(methylsulfonyl)benzyl)-2-(4-(methylsulfonyl)phenyl)-1H-benzo[d]imidazol-4-amine C(C)(C)N1CCN(CC1)C1=CC=C(C=C1)C=1C=C(C2=C(N(C(=N2)C2=CC=C(C=C2)S(=O)(=O)C)C)C1)NCC1=CC(=CC=C1)S(=O)(=O)C